2-bromo-5-(3-pyridinyl)-1,3,4-thiadiazole BrC=1SC(=NN1)C=1C=NC=CC1